NC1=NC2=CN=C(C=C2C=C1C)C(=O)N([C@H](C)C1=NC=CC=N1)CC1=NC=C(C=C1)C#N 2-amino-N-((5-cyano-2-pyridinyl)methyl)-3-methyl-N-((1R)-1-(2-pyrimidinyl)ethyl)-1,7-naphthyridine-6-carboxamide